5-({6-[(1s,4s)-4-({2-oxo-4-oxa-1,8-diazaspiro[5.5]undecan-7-yl}methoxy)-cyclohexyl]pyridin-2-yl}oxy)pentanoic acid O=C1NC2(COC1)C(NCCC2)COC2CCC(CC2)C2=CC=CC(=N2)OCCCCC(=O)O